CN1C=C(C=2C(N(C=C(C21)C)C)=O)C(=O)NC2CC1=CC=CC=C1CC2 1,5,7-trimethyl-4-oxo-N-(1,2,3,4-tetrahydronaphthalen-2-yl)-4,5-dihydro-1H-pyrrolo[3,2-c]pyridine-3-carboxamide